[3-(difluoromethoxy)phenyl]methanamine hydrochloride Cl.FC(OC=1C=C(C=CC1)CN)F